C(C)(=O)OC1=C(C(=CC(=C1)CCCC)OC(C)=O)[C@H]1[C@@H](CCC(=C1)C=O)C(=C)C (1'R,2'R)-4-butyl-5'-formyl-2'-(prop-1-en-2-yl)-1',2',3',4'-tetrahydro-[1,1'-biphenyl]-2,6-diyl diacetate